C(C)(=O)C=1C(=NC(=CC1)N1C=NC2=C1C=C(C=C2)CN2C(CCCC2)=O)N2N=C(C=C2C)C#N 1-[3-acetyl-6-[6-[(2-oxo-1-piperidyl)methyl]benzimidazol-1-yl]-2-pyridyl]-5-methyl-pyrazole-3-carbonitrile